2-(3,3-difluorocyclobutyl)-1-(3-(2-((1-methyl-1H-pyrazol-4-yl)amino)pyrimidin-4-yl)-8-azabicyclo[3.2.1]oct-2-en-8-yl)-1-propanone FC1(CC(C1)C(C(=O)N1C2C=C(CC1CC2)C2=NC(=NC=C2)NC=2C=NN(C2)C)C)F